5-(3-fluorophenyl)-N-[(3R,4S)-4-hydroxyoxolan-3-yl]-6-[4-(trifluoromethyl)phenoxy]pyridine-3-carboxamide FC=1C=C(C=CC1)C=1C=C(C=NC1OC1=CC=C(C=C1)C(F)(F)F)C(=O)N[C@@H]1COC[C@H]1O